FCC(CN(CCC(C(=O)O)NC(=O)C1=NC=CC=C1C(F)(F)F)CCCCC1=NC=2NCCCC2C=C1)OC 4-[[3-fluoro-2-methoxy-propyl]-[4-(5,6,7,8-tetrahydro-1,8-naphthyridin-2-yl)butyl]amino]-2-[[3-(trifluoromethyl)pyridine-2-carbonyl]amino]butanoic acid